BrC=1C=C(C(=O)NCC(C)(C)C)C=CN1 2-bromo-N-neopentyl-isonicotinamide